FC(C(=O)O)(F)F.N[C@H](CCCNC(OCC1=CC=CC=C1)=O)C(NCC1=CC=C(C=C1)CNC(=O)N)=O benzyl (R)-(4-amino-5-oxo-5-((4-(ureidomethyl)benzyl)amino)pentyl)carbamate 2,2,2-trifluoroacetate